1-(2-bromo-4-chlorophenyl)-4-chloro-1H-imidazole BrC1=C(C=CC(=C1)Cl)N1C=NC(=C1)Cl